N-{4-[2-(2,3-dimethylphenyl)acetamido]pyridin-2-yl}-N-(4-fluorophenyl)acetamide CC1=C(C=CC=C1C)CC(=O)NC1=CC(=NC=C1)N(C(C)=O)C1=CC=C(C=C1)F